ClC1=CC=C(C=N1)NC1=NC=CC2=CC(=CC=C12)OCC1(CC1)CO (1-(((1-((6-chloropyridin-3-yl)amino)isoquinolin-6-yl)oxy)methyl)cyclopropyl)methanol